methyl 6-(3-(3-fluoro-4-(2-(pyridin-3-yl)acetamido)phenoxy)azetidin-1-yl)-[1,1'-biphenyl]-2-carboxylate FC=1C=C(OC2CN(C2)C=2C=CC=C(C2C2=CC=CC=C2)C(=O)OC)C=CC1NC(CC=1C=NC=CC1)=O